(S)-3,3-dimethyl-2-(4-(trifluoromethyl)-1H-1,2,3-triazol-1-yl)butyric acid CC([C@@H](C(=O)O)N1N=NC(=C1)C(F)(F)F)(C)C